Methyl 1-methyl-1H-imidazole-2-carboxylate CN1C(=NC=C1)C(=O)OC